4-(((6-chloro-4-(phenylethynyl)pyridin-2-yl)oxy)methyl)-3-fluorobenzonitrile ClC1=CC(=CC(=N1)OCC1=C(C=C(C#N)C=C1)F)C#CC1=CC=CC=C1